N-((2-methoxypyrimidin-5-yl)methyl)-N-methylpiperidin-4-amine COC1=NC=C(C=N1)CN(C1CCNCC1)C